6-fluoro-5-((3-(((5-fluoro-2-methyl-3-oxo-3,4-dihydroquinoxalin-6-yl)methyl)amino)cyclobutyl)amino)-N-methylpicolinamide FC1=C(C=CC(=N1)C(=O)NC)NC1CC(C1)NCC=1C(=C2NC(C(=NC2=CC1)C)=O)F